(R)-(1,4-Oxazepan-3-yl-2,2-d2)methanol O1C([C@H](NCCC1)CO)([2H])[2H]